5-benzo[1,3]dioxol-5-yl-3-(2,6-dichloro-benzyloxy)-pyridin-2-ylamine O1COC2=C1C=CC(=C2)C=2C=C(C(=NC2)N)OCC2=C(C=CC=C2Cl)Cl